IC(C(C(C(Cl)(F)F)(Cl)F)(F)F)(Cl)F 4-iodo-1,2,4-trichloroperfluorobutane